C(=O)O[C@H]1C[C@@H](O[C@@H]1CO[Si](C)(C)C(C)(C)C)N1C(=O)NC(=O)C(C)=C1 O-formyl-5'-O-(tert-butyldimethylsilyl)thymidine